4-methylpiperazine-1-carboxylic acid [(2s,3s,4e,6s,7s)-7-hydroxy-3,7-dimethyl-12-oxo-2-[(2e,4e,6s)-6-pyridin-2-ylhept-2,4-dien-2-yl]-1-oxocyclododec-4-en-6-yl] ester O[C@@]1([C@H](/C=C/[C@@H]([C@H](C(C(CCCC1)=O)=O)\C(\C)=C\C=C\[C@H](C)C1=NC=CC=C1)C)OC(=O)N1CCN(CC1)C)C